(4-oximino-2,5-cyclohexadien-1-ylidene)benzyl cyanide N(O)=C1C=CC(C=C1)=C(C1=CC=CC=C1)C#N